N-(acetamidocaproyl)-4-hydroxyproline C(C)(=O)NCCCCCC(=O)N1[C@@H](CC(C1)O)C(=O)O